FC=1C(=CC(=NC1)OC)C1=CC(=NN1)C(=O)N1C2(CC2)C[C@H](CC1)C(=O)NC1CCC2(CCC(N2C)=O)CC1 (S)-4-(5-(5-fluoro-2-methoxypyridin-4-yl)-1H-pyrazole-3-carbonyl)-N-((5S,8r)-1-methyl-2-oxo-1-azaspiro[4.5]decan-8-yl)-4-azaspiro[2.5]octane-7-carboxamide